trans-2,3-Nonendiol C=C(C(CCCCCC)O)O